silane tetraethoxide [O-]CC.[O-]CC.[O-]CC.[O-]CC.[SiH4]